C1(CC1)C1=NC(=CC(=C1)C1=C(C=C(C#N)C=C1)C1=NN=CN1C)C1=COC2=C(C=C(C=C2C1=O)CN1C[C@H](OCC1)C)C (R)-4-(2-cyclopropyl-6-(8-methyl-6-((2-methylmorpholinyl)methyl)-4-oxo-4H-chromen-3-yl)pyridin-4-yl)-3-(4-methyl-4H-1,2,4-triazol-3-yl)benzonitrile